1,4-bis(5-phenyl-thiophen-2-yl)benzene C1(=CC=CC=C1)C1=CC=C(S1)C1=CC=C(C=C1)C=1SC(=CC1)C1=CC=CC=C1